N-(4-(1-(2,2,2-trifluoroethyl)-1H-pyrazol-4-yl)quinolin-8-yl)-4-(5-(trifluoromethyl)-1,2,4-oxadiazol-3-yl)benzamide FC(CN1N=CC(=C1)C1=CC=NC2=C(C=CC=C12)NC(C1=CC=C(C=C1)C1=NOC(=N1)C(F)(F)F)=O)(F)F